4-((2,5-dimethyl-4,5-dihydro-2H-[1,2,3]triazolo[4,5-c]quinolin-6-yl)amino)-5-fluoro-N-(methyl-d3)nicotinamide CN1N=C2C(CN(C=3C(=CC=CC23)NC2=C(C=NC=C2C(=O)NC([2H])([2H])[2H])F)C)=N1